BrC1=CC=C(S1)C(C)NS(=O)C(C)(C)C N-(1-(5-bromothiophen-2-yl)ethyl)-2-methylpropan-2-sulfinamide